BrC=1C=C(C=C2C=NC(=NC12)Cl)C(F)(F)F 8-bromo-2-chloro-6-(trifluoromethyl)quinazoline